ClC1=CC=C2C(=NC(N(C2=C1)C1C(CC1)C#N)=O)NC 2-(7-chloro-4-(methylamino)-2-oxoquinazolin-1(2H)-yl)-cyclobutane-1-carbonitrile